C(C1=CC=CC=C1)OC1=NC(=CC=C1C1=NN(C2=C(C=CC=C12)C1C(CN(CC1)C(=O)OC(C)(C)C)=O)C)OCC1=CC=CC=C1 tert-butyl 4-[3-(2,6-dibenzyloxy-3-pyridyl)-1-methyl-indazol-7-yl]-3-oxo-piperidine-1-carboxylate